methyl 4-(((tetrahydro-2H-pyran-2-yl)oxy)methyl)bicyclo[2.2.1]heptane-1-carboxylate O1C(CCCC1)OCC12CCC(CC1)(C2)C(=O)OC